C(C)(=O)NCC1(CCN(CC1)CC1=CC(=NC(=C1)C1=CC(=CC(=C1)Cl)Cl)OC=1C=CC(=NC1)N1CCN(CC1)C(=O)OC(C)(C)C)O tert-Butyl 4-(5-((4-((4-(acetamidomethyl)-4-hydroxypiperidin-1-yl)methyl)-6-(3,5-dichlorophenyl)pyridin-2-yl)oxy)pyridin-2-yl)piperazine-1-carboxylate